[2-methyl-4-[[3-[3-(trifluoromethyl)-1H-pyrazol-4-yl]imidazo[1,2-a]pyrazin-8-yl]amino]phenyl]-[4-[rac-(3R,4R)-4-hydroxypiperidine-3-carbonyl]piperazin-1-yl]methanone hydrochloride Cl.CC1=C(C=CC(=C1)NC=1C=2N(C=CN1)C(=CN2)C=2C(=NNC2)C(F)(F)F)C(=O)N2CCN(CC2)C(=O)[C@@H]2CNCC[C@H]2O |r|